CN(C1CCN(CC1)C(CC(O)C=1N(C=CN1)CCC)=O)C 1-(4-(dimethylamino)piperidin-1-yl)-3-(1-propyl-1H-imidazol-2-yl)-3-hydroxy-propan-1-one